5-((3S,5R)-4-((7-ethyl-6-oxo-5,6-dihydro-1,5-naphthyridin-3-yl)methyl)-3,5-dimethylpiperazin-1-yl)-N-methylpyridineamide C(C)C=1C(NC=2C=C(C=NC2C1)CN1[C@H](CN(C[C@H]1C)C=1C=CC(=NC1)C(=O)NC)C)=O